F[C@H]1CN(CC[C@H]1NC1=CC=CC2=C1SC(=C2CC(F)(F)F)C#CCNC2=C(C=C(C=C2)N(S(=O)(=O)C)C)OC)C N-(4-((3-(7-(((3S,4R)-3-fluoro-1-methylpiperidin-4-yl)amino)-3-(2,2,2-trifluoroethyl)benzo[b]thiophen-2-yl)prop-2-yn-1-yl)amino)-3-methoxyphenyl)-N-methylmethanesulfonamide